(6-hydroxy-10-(pyridin-2-yl)-[1,2,4]triazolo[5,1-a]isoquinoline-5-carbonyl)glycine OC1=C(N2C(C3=C(C=CC=C13)C1=NC=CC=C1)=NC=N2)C(=O)NCC(=O)O